4,5-dihydrobenzo[g][1,3]benzothiazol-2-amine S1C(=NC2=C1C1=C(CC2)C=CC=C1)N